C1(=CC(=CC=C1)CCCC(C(=O)O)(C)C)CCCC(C(=O)O)(C)C 5,5'-(1,3-Phenylene)bis(2,2-dimethylpentanoic Acid)